(R)-dimethyl((6-(2-methyl-1H-imidazol-1-yl)-4-(3-methylmorpholino)pyridin-2-yl)imino)-λ6-sulfanone CS(=O)(=NC1=NC(=CC(=C1)N1[C@@H](COCC1)C)N1C(=NC=C1)C)C